7-fluoro-9-(4,4,5,5-tetramethyl-1,3,2-dioxaborolan-2-yl)-1,4-dihydro-2H-spiro[benzo[c][2,6]naphthyridine-3,1'-cyclopropane]-1,1-d2 FC1=CC(=CC2=C1N=CC=1CC3(CC3)NC(C21)([2H])[2H])B2OC(C(O2)(C)C)(C)C